C1(CC1)N1N=CC(=C1)C=1C=C(C=C(C1)OC)[C@@H](C)NC(C1=C(C=CC(=C1)N1CCN(CC1)C)C)=O N-[(1R)-1-[3-(1-Cyclopropylpyrazol-4-yl)-5-methoxy-phenyl]ethyl]-2-methyl-5-(4-methylpiperazin-1-yl)benzamide